tert-butyl (S)-5-chloro-8-((5-(difluoromethyl)-1-methyl-1H-1,2,3-triazol-4-yl)methoxy)-7-fluoro-1-(((R)-4-methyl-2-oxopyrrolidin-1-yl)methyl)-3,4-dihydroisoquinoline-2(1H)-carboxylate ClC1=C2CCN([C@@H](C2=C(C(=C1)F)OCC=1N=NN(C1C(F)F)C)CN1C(C[C@H](C1)C)=O)C(=O)OC(C)(C)C